ON1C(CC(CC1(C)C)NC(=O)C)(C)C 1-oxyl-4-acetamino-2,2,6,6-tetramethylpiperidine